C(C1=CC=CC=C1)OC(=O)N(C(C(=O)O)C)C([2H])([2H])[2H] 2-[benzyloxycarbonyl(trideuteriomethyl)amino]propanoic acid